CN(CCN1CCN(CC1)C1=NC2=CC=C(C=C2C=N1)C=1C(=NOC1C)C)C 2-(4-(2-(dimethylamino)ethyl)piperazin-1-yl)-6-(3,5-dimethylisoxazol-4-yl)quinazolin